1-decanaminium chloride [Cl-].C(CCCCCCCCC)[NH3+]